C1(CC1)C1=NN(C=N1)C1CC2(CN(C2)C(=O)N2CC(C2)C=2C=NC(=CC2)NC2(CC2)C(F)(F)F)C1 [6-(3-cyclopropyl-1,2,4-triazol-1-yl)-2-azaspiro[3.3]heptan-2-yl]-[3-[6-[[1-(trifluoromethyl)cyclopropyl]amino]-3-pyridyl]azetidin-1-yl]methanone